tert-Butyl 2-((tosyloxy)methyl)hexahydrocyclopenta[b]pyrrole-1(2H)-carboxylate S(=O)(=O)(C1=CC=C(C)C=C1)OCC1CC2C(N1C(=O)OC(C)(C)C)CCC2